(2-amino-4-fluorophenyl)-5-bromo-2-(trifluoromethyl)benzamide NC1=C(C=CC(=C1)F)C=1C(=C(C(=O)N)C=C(C1)Br)C(F)(F)F